NC1=C(C(=CC=C1C#N)C1=CC=CC=C1)C#N 3-amino-[1,1'-biphenyl]-2,4-dinitrile